N,N-dimethylacetamide tri-hydrochloride Cl.Cl.Cl.CN(C(C)=O)C